ClC=1C=CC(=C(C(=O)N)C1)S(N[C@@H]([C@H](C([2H])([2H])[2H])C1=C(C(=CC=C1F)C)C)C1=NNC(O1)=O)(=O)=O 5-chloro-2-[[(1S,2R)-3,3,3-trideuterio-2-(6-fluoro-2,3-dimethylphenyl)-1-(2-oxo-3H-1,3,4-oxadiazol-5-yl)propyl]sulfamoyl]benzamide